FC(C1=NC(=NC=C1)N)(F)F 4-(Trifluoromethyl)pyrimidin-2-amine